CN1C=2C=NC(=NC2N(CC1=O)C1CCOCC1)NC1=CC2=C(OCCO2)C=C1C 5-methyl-2-((7-methyl-2,3-dihydrobenzo[b][1,4]dioxin-6-yl)amino)-8-(tetrahydro-2H-pyran-4-yl)-7,8-dihydropteridin-6(5H)-one